BrC=1C(=NC(=NC1)NC1=C(C=C(C=C1)N1CCN(CC1)C)C(C)C)NCCCN1CCOCCC1=O 4-(3-((5-bromo-2-((2-isopropyl-4-(4-methylpiperazin-1-yl)phenyl)amino)pyrimidin-4-yl)amino)propyl)-1,4-oxazepan-5-one